1-((2S)-tetrahydrofuran-2-yl)methanamine O1[C@@H](CCC1)CN